r-1-(3,5-bis(trifluoromethyl)phenyl)ethanol FC(C=1C=C(C=C(C1)C(F)(F)F)[C@@H](C)O)(F)F